C(#C)C1=C(C2=C(N(C(=N2)C)C)C=C1F)F 5-ethynyl-4,6-difluoro-1,2-dimethyl-1H-benzo[d]imidazole